N1(CCCC1)CCOC=1C=C(C=C(C1)C(F)(F)F)NC(=O)C1=CSC=2CNCCC21 N-[3-(2-pyrrolidin-1-ylethoxy)-5-(trifluoromethyl)phenyl]-4,5,6,7-tetrahydrothieno[2,3-c]pyridine-3-carboxamide